C(C)(C)(C)OC(=O)N1CCC(CC1)C1=CC=C(C=C1)C=1C=C2N(N=CC=C2N2CCNCC2)C1 4-(6-(4-(1-(tert-butoxycarbonyl)piperidin-4-yl)phenyl)pyrrolo[1,2-b]pyridazin-4-yl)piperazine